C(C1=CC=CC=C1)OC1=NC(=CC=C1C1=C(C=C(C=C1F)C1CN(C1)C(=O)OC(C)(C)C)F)OCC1=CC=CC=C1 tert-butyl 3-(4-(2,6-bis(benzyloxy)pyridin-3-yl)-3,5-difluorophenyl)azetidine-1-carboxylate